7-[(3R)-3-methyl-1,2,3,4-tetrahydroisoquinoline-2-carbonyl]-1,2,3,4-tetrahydroisoquinoline-2-carboxylic acid 4-aminophenyl ester NC1=CC=C(C=C1)OC(=O)N1CC2=CC(=CC=C2CC1)C(=O)N1CC2=CC=CC=C2C[C@H]1C